rac-benzyl ((2S,3R,4R)-1-acetyl-2-cyclobutyl-3-methyl-1,2,3,4-tetrahydroquinolin-4-yl)carbamate C(C)(=O)N1[C@H]([C@@H]([C@H](C2=CC=CC=C12)NC(OCC1=CC=CC=C1)=O)C)C1CCC1 |r|